OC(CC(=O)C(O)(C[N+](C)(C)C)CC([O-])=O)CCCCC\C=C/CCCCCCCC 3-hydroxyoleoyl-carnitine